2-methyl-1,4-bis(chloromethyl)cyclohexane CC1C(CCC(C1)CCl)CCl